BrC1=C(C=C(C=C1)[N+](=O)[O-])I Bromo-2-iodo-4-nitrobenzene